C(C1=CC=CC=C1)OC=1C(=NN(C1)CCCO[Si](C)(C)C(C)(C)C)C 4-(benzyloxy)-1-(3-{[tert-butyl(dimethyl)silyl]oxy}propyl)-3-methyl-1H-pyrazole